2-(3-Amino-5-chloro-pyrazol-1-yl)-1-pyrrolidin-1-yl-ethanone NC1=NN(C(=C1)Cl)CC(=O)N1CCCC1